O1COC2=C1C=CC(=C2)C2=CC=C(C1=CC=CC=C21)NC(CN2CCNCC2)=O N-(1-(benzo[d][1,3]dioxol-5-yl)naphthalen-4-yl)-2-(piperazin-1-yl)acetamide